phenanthrenediol C=1(C(=CC=C2C3=CC=CC=C3C=CC12)O)O